N-((5-fluoro-2,3-dihydrobenzofuran-4-yl)methyl)-8-(2-methyl-1,2,3,4-tetrahydroisoquinolin-6-yl)pyrido[3,4-d]pyridazin-5-amine FC=1C=CC2=C(CCO2)C1CNC1=NC=C(C=2C1=CN=NC2)C=2C=C1CCN(CC1=CC2)C